(4-vinyl-2-hydroxyethyl-pyridinium) chloride [Cl-].C(=C)C1=CC=[N+](C=C1)CCO